benzyl (R)-2-(((benzyloxy)carbonyl)amino)-3-(6,7-dimethylthieno[3,2-b]pyridine-2-carboxamido)propanoate C(C1=CC=CC=C1)OC(=O)N[C@@H](C(=O)OCC1=CC=CC=C1)CNC(=O)C1=CC2=NC=C(C(=C2S1)C)C